N-[3,5-bis(trifluoromethyl)phenyl]-5-chloro-2-hydroxybenzoamide FC(C=1C=C(C=C(C1)C(F)(F)F)NC(C1=C(C=CC(=C1)Cl)O)=O)(F)F